NC1CC(N(C1)C1=CC=C(C=C1)S(=O)(=O)N1CCN(CC1)C1=NC(=CC(=C1)C1(CC1)C#N)Cl)=O 1-[2-[4-[4-(4-Amino-2-oxo-pyrrolidin-1-yl)phenyl]sulfonylpiperazin-1-yl]-6-chloro-4-pyridyl]cyclopropanecarbonitrile